O=C1C2=C(N=C(N1CCC1=CC=CC=C1)SCC(=O)NC=1SC(=NN1)C(F)(F)F)C=CC=N2 2-((4-Oxo-3-phenethyl-3,4-dihydropyrido[3,2-d]pyrimidin-2-yl)thio)-N-(5-(trifluoromethyl)-1,3,4-thiadiazol-2-yl)acetamide